2-[2,6-bis(oxo)piperidin-3-yl]-5-[5-[[2-[4-[6-(dimethylamino)-pyridin-3-yl]phenyl]-1,3-benzothiazol-6-yl]amino]pentoxy]isoindole-1,3-dione O=C1NC(CCC1N1C(C2=CC=C(C=C2C1=O)OCCCCCNC1=CC2=C(N=C(S2)C2=CC=C(C=C2)C=2C=NC(=CC2)N(C)C)C=C1)=O)=O